FC1=C(C(=O)N[C@H]2C[C@H](CCC2)NC2=CC(=NC3=CC=C(C=C23)F)C(F)(F)F)C=C(C=C1)NS(=O)(=O)CCC 2-fluoro-N-[(1r,3s)-3-{[6-fluoro-2-(trifluoromethyl)quinolin-4-yl]amino}cyclohexyl]-5-(propane-1-sulfonylamino)benzamide